2-amino-N'-cyclopropyl-3-methyl-N-((5-(4-methylthiazol-5-yl-2-d)pyridin-2-yl)methyl)-N'-(pyrimidin-2-yl)quinoline-6-carbohydrazide NC1=NC2=CC=C(C=C2C=C1C)C(=O)N(N(C1=NC=CC=N1)C1CC1)CC1=NC=C(C=C1)C1=C(N=C(S1)[2H])C